N[C@H](CN1[C@H]2C[C@H]2C[C@H]1C#N)C12CC3(CC(CC(C1)C3)C2)O (1S,3S,5S)-2-[(2S)-2-amino-2-(3-hydroxytricyclo[3.3.1.13,7]decane-1-yl)ethyl]-2-aza-bicyclo[3.1.0]hexane-3-nitrile